2-(trifluoromethyl)-4,5,6,7-tetrahydrothiazolo[4,5-c]pyridine FC(C=1SC2=C(CNCC2)N1)(F)F